P(=O)(OC)(OC1=C(C=CC=C1)Cl)OC[C@@H](COCCCCCCCCCCCCCCC)OCC1=CC(=CC(=C1)F)C#N methyl (2-chlorophenyl) ((R)-2-((3-cyano-5-fluorobenzyl) oxy)-3-(pentadecyloxy) propyl) phosphate